N-4-aminophenyl-2,5-pyridinediamine NC1=CC=C(C=C1)NC1=NC=C(C=C1)N